(S)-7-chloro-2-(3'-(7-chloro-5-((3-hydroxypyrrolidin-1-yl)methyl)benzo[d]oxazol-2-yl)-2,2'-dimethylbiphenyl-3-yl)benzo[d]oxazole-5-carbaldehyde ClC1=CC(=CC=2N=C(OC21)C=2C(=C(C=CC2)C2=C(C(=CC=C2)C=2OC1=C(N2)C=C(C=C1Cl)CN1C[C@H](CC1)O)C)C)C=O